C(C)(C)C(C(=O)OCC(C)C)(CC(=O)OCC(C)C)C(C)C diisobutyl 2,2-diisopropylsuccinate